NC1(CN(C1)C(=O)OC(C)(C)C)C1=C(C=CC=C1Cl)C tertbutyl 3-amino-3-(3-chloro-2-tolyl)-1-azetidinecarboxylate